ClC=1C(=C(C=CC1OCC(F)F)NC=1C2=C(N=CN1)C=C(C(=N2)N2CCNC1(CC1)C2)F)F N-[3-chloro-4-(2,2-difluoroethoxy)-2-fluoro-phenyl]-6-(4,7-diazaspiro[2.5]octan-7-yl)-7-fluoro-pyrido[3,2-d]pyrimidin-4-amine